(1H-indazole-4-yl)methanol N1N=CC2=C(C=CC=C12)CO